FC(C(C(C(S(=O)(=O)O)(F)F)(F)F)(F)F)(F)F.C(CCC)OC1=CC=C(C2=CC(=CC=C12)OCCCC)C1SCCC1 (4,7-dibutoxy-1-naphthyl)tetrahydrothiophene nonafluorobutanesulfonate